C(C)C1=C(N=C2N1C=C(C=C2)C2=NN=NN2)C(O)(C2=CC=CC=C2)C2=CC=CC=C2 [3-Ethyl-6-(1H-tetrazol-5-yl)-imidazo[1,2-a]pyridin-2-yl]-diphenyl-methanol